(3aR,6aR)-5-Vinyl-{2,2-diethyl-dihydro-3aH-[1,3]dioxolo[4,5-c]pyrrol} C(=C)N1C[C@@H]2[C@@H](C1)OC(O2)(CC)CC